OC([C@H](C)NC(OC(C)(C)C)=O)C(C1=NC=CN=C1)=O tert-butyl N-[(1S)-2-hydroxy-1-methyl-3-oxo-3-pyrazin-2-yl-propyl]carbamate